C(C)(C)(C)N(C(=O)C1=CN(C2=C(C1)C=CC(=C2)OC)C2=CC(=CC(=C2)Cl)Cl)C 3-(tert-butyl-(methyl)carbamoyl)-1-(3,5-dichlorophenyl)-7-methoxy-1,4-dihydrobenzopyridine